Cl.BrC1=CC=C2C(=CN(C2=C1)CC(C)C)CCN 2-(6-bromo-1-isobutyl-1H-indol-3-yl)ethan-1-amine HCl salt